FC1=C(C=CC=C1)C1=CN=C(N1)[C@H](CC=C)NC(OC(C)(C)C)=O (S)-tert-butyl (1-(5-(2-fluorophenyl)-1H-imidazol-2-yl)but-3-en-1-yl)carbamate